N[C@@H](CC1=CNC2=CC=CC=C12)C(=O)O[2H] tryptophan-d